C(C)(=O)N1C[C@@H](C=2C3=C(C(NC2C1)=O)C=C(C=C3)F)N(C(=O)C=3NC1=CC=CC=C1C3)C (R)-N-(3-Acetyl-8-fluoro-6-oxo-1,2,3,4,5,6-hexahydrobenzo[c][1,7]naphthyridin-1-yl)-N-methyl-1H-indole-2-carboxamide